8-bromo-N-(3,4-dimethylbenzyl)-[1,2,4]triazolo[4,3-a]quinoxalin-4-amine BrC1=CC=C2N=C(C=3N(C2=C1)C=NN3)NCC3=CC(=C(C=C3)C)C